2-(5-(2-aminopropyl)-4-methoxy-2-methylphenyl)ethan-1-ol NC(CC=1C(=CC(=C(C1)CCO)C)OC)C